palladium copper-titanium [Ti].[Cu].[Pd]